N-((4-(3-(tert-butyl)-1,2,4-oxadiazol-5-yl)bicyclo[2.2.2]octan-1-yl)methyl)-3-fluoro-N-(3-(2-methoxypyrimidin-5-yl)phenyl)bicyclo[1.1.1]pentane-1-carboxamide C(C)(C)(C)C1=NOC(=N1)C12CCC(CC1)(CC2)CN(C(=O)C21CC(C2)(C1)F)C1=CC(=CC=C1)C=1C=NC(=NC1)OC